C(CCCCCCCC\C=C/C=C\C)O (Z,Z)-10,12-Tetradecadien-1-ol